N-[(5R)-1-amino-3-methyl-5H,6H,7H-cyclopenta[c]pyridin-5-yl]-1-[(6-{6,6-difluoro-3-azabicyclo[3.1.0]hex-3-yl}-2-methylpyridin-3-yl)methyl]-1H-pyrazole-4-carboxamide NC1=NC(=CC2=C1CC[C@H]2NC(=O)C=2C=NN(C2)CC=2C(=NC(=CC2)N2CC1C(C1C2)(F)F)C)C